methoxycarbonyl-3,3-di(methylsulfanyl)acrylate COC(=O)C(C(=O)[O-])=C(SC)SC